N-[1-[3-(5-chloropyrazin-2-yl)pyrazin-2-yl]ethyl]-3-methylsulfonyl-5-(trifluoromethyl)benzamide ClC=1N=CC(=NC1)C=1C(=NC=CN1)C(C)NC(C1=CC(=CC(=C1)C(F)(F)F)S(=O)(=O)C)=O